(1S,3R,5R)-3-ethyl-N-(2-fluoro-5-(5-fluoropyrimidin-2-yl)-4-(trifluoromethyl)phenyl)-1-(5-methyl-1,3,4-oxadiazol-2-yl)-6-azabicyclo[3.1.1]heptane-6-carboxamide C(C)[C@H]1C[C@@]2(N([C@H](C1)C2)C(=O)NC2=C(C=C(C(=C2)C2=NC=C(C=N2)F)C(F)(F)F)F)C=2OC(=NN2)C